BrC1=CC2=C(C(OC(N2C)=O)=O)C=C1 7-bromo-1-methyl-2H-3,1-benzoxazine-2,4(1H)-dione